2-(trifluoromethyl)-5-(3-methoxyphenyl)furan-3-carboxylic acid FC(C=1OC(=CC1C(=O)O)C1=CC(=CC=C1)OC)(F)F